NC1CC=C(CC1)C1=NC(=NC=C1CNC(=O)C1(CC1)C#N)C1=CC(=C(C=C1)Cl)C(F)(F)F N-[[4-(4-aminocyclohexen-1-yl)-2-[4-chloro-3-(trifluoromethyl)phenyl]pyrimidin-5-yl]methyl]-1-cyano-cyclopropanecarboxamide